C1(CC1)COC=1C(=C(C=CC1)N1CCC2(C=3C=CC(=NC3C(N(C2)C2CNCC2)=O)C=2C(=NC=CC2)OCC)CC1)C(F)(F)F 1-(3-(cyclopropylmethoxy)-2-(trifluoromethyl)phenyl)-2'-(2-ethoxypyridin-3-yl)-7'-(pyrrolidin-3-yl)-6',7'-dihydro-8'H-spiro[piperidine-4,5'-[1,7]naphthyridin]-8'-one